1-isopropyl-6-(pent-4-en-2-yl)-N-(1-(3,4,5-trimethoxyphenyl)-1H-imidazol-4-yl)-1H-pyrazolo[3,4-d]pyrimidin-4-amine C(C)(C)N1N=CC=2C1=NC(=NC2NC=2N=CN(C2)C2=CC(=C(C(=C2)OC)OC)OC)C(C)CC=C